[(3S)-quinuclidin-3-yl]4-bromobenzenesulfonate N12C[C@H](C(CC1)CC2)OS(=O)(=O)C2=CC=C(C=C2)Br